NC1CCC(CC1)NC(=O)C1=CC2=C(C(N(C=C2C2=CC(=CC(=C2)C)OC2=CC(=C(C=C2)C)F)C)=O)N1 N-((1r,4r)-4-aminocyclohexyl)-4-(3-(3-fluoro-4-methylphenoxy)-5-methylphenyl)-6-methyl-7-oxo-6,7-dihydro-1H-pyrrolo[2,3-c]pyridine-2-carboxamide